deoxycytidinemonophosphate C1[C@@H]([C@H](O[C@H]1N2C=CC(=NC2=O)N)COP(=O)(O)O)O